[2-(4,4-difluorocyclohexyl)-3-quinolyl]boronic Acid FC1(CCC(CC1)C1=NC2=CC=CC=C2C=C1B(O)O)F